phenyl(2,4,6-trimethylbenzoyl)phosphinic acid sodium salt [Na+].C1(=CC=CC=C1)P([O-])(=O)C(C1=C(C=C(C=C1C)C)C)=O